FC(C1CCN(CC1)C(=O)O)(F)F.C(C)(C)(C)C1=CC=C(C=C1)C(=O)NS N-4-tert-butylphenylcarbonyl-sulfenamide 4-trifluoromethylpiperidine-1-carboxylate